C1(=CC=CC=C1)S(=O)(=O)C\C(\CCCl)=C/C\C=C(\CCC=C(C)C)/C (3Z,6E)-(1-chloro-7,11-dimethyl-3,6,10-dodecatrien-3-yl)methyl phenyl sulfone